4-hydroxy-7-methoxy-3-(2,2,2-trifluoroethan-1-one-1-yl)-2H-naphtho[1,2-b]pyran OC=1C2=C(OCC1C(C(F)(F)F)=O)C1=CC=CC(=C1C=C2)OC